tert-butylmethylamine C(C)(C)(C)NC